1-(tert-butyl) 4-methyl 4-((6-bromo-3-fluoropyridin-2-yl) methyl)-2,2-bis-methylpiperidine-1,4-biscarboxylate BrC1=CC=C(C(=N1)CC1(CC(N(CC1)C(=O)OC(C)(C)C)(C)C)C(=O)OC)F